C1NCC12C[C@@H](CC2)N2CCC(CC2)C2=C(C=CC=C2)O (R)-2-(1-(2-azaspiro[3.4]oct-6-yl)piperidin-4-yl)phenol